ClCCOC=1C=C(C=CC1)C1=CC=CC=C1 3-(2-chloroethoxy)-1,1'-biphenyl